P(=O)(Cl)(Cl)Cl phosphorousoxychloride